2-bromo-6-(4-methoxyphenyl)pyridine BrC1=NC(=CC=C1)C1=CC=C(C=C1)OC